(4-methyl-1,3-phenylene)bis[N',N'-dimethylurea] CC1=C(C=C(C=C1)NC(=O)N(C)C)NC(=O)N(C)C